methyl 2-((S)-2-(2-((R)-3-((tert-butoxycarbonyl)amino)piperidin-1-yl)thiazole-4-carboxamido)-3-hydroxypropanamido)acrylate C(C)(C)(C)OC(=O)N[C@H]1CN(CCC1)C=1SC=C(N1)C(=O)N[C@H](C(=O)NC(C(=O)OC)=C)CO